(2S)-N-[(1S)-1-cyano-2-{4-[2-oxo-3-(tetrahydro-2H-pyran-4-ylmethyl)-2,3-dihydro-1,3-benzooxazol-5-yl]phenyl}ethyl]-1,4-oxaazepane-2-carboxamide C(#N)[C@H](CC1=CC=C(C=C1)C=1C=CC2=C(N(C(O2)=O)CC2CCOCC2)C1)NC(=O)[C@H]1OCCCNC1